IC1=C(NC2=C1C(NCC2)=O)C2=NC(=NC=C2)SC 3-iodo-2-[2-(methylsulfanyl)pyrimidin-4-yl]-1H,5H,6H,7H-pyrrolo[3,2-c]Pyridin-4-one